N-[4-[3-(3,4-Dihydroxyphenyl)prop-2-enoyl]phenyl]-4-nitrobenzenesulfonamide OC=1C=C(C=CC1O)C=CC(=O)C1=CC=C(C=C1)NS(=O)(=O)C1=CC=C(C=C1)[N+](=O)[O-]